(2,2-difluoroethyl)-4-{1-[5-(difluoromethyl)-1,3,4-thiadiazol-2-yl]-6-sulfamoylindazol-4-yl}-N-methylpiperazine-1-carboxamide FC(CC1N(CCN(C1)C1=C2C=NN(C2=CC(=C1)S(N)(=O)=O)C=1SC(=NN1)C(F)F)C(=O)NC)F